(2,5-Dimethylthiophen-3-yl)-1-[(1-methyl-1H-pyrazol-4-yl)(1-methyl-piperidin-3-yl)sulfamoyl]urea CC=1SC(=CC1N(C(=O)N)S(N(C1CN(CCC1)C)C=1C=NN(C1)C)(=O)=O)C